2-methyl-N-phenyl-4-azapentalene CC1=CC2=CCN(C2=C1)C1=CC=CC=C1